P-(3,3,4,4,5,5,6,6,7,7,8,8,9,9,10,10,10-heptadecafluorodecyl)-phosphonic acid FC(CCP(O)(O)=O)(C(C(C(C(C(C(C(F)(F)F)(F)F)(F)F)(F)F)(F)F)(F)F)(F)F)F